ClC1=C(C=NN1C1=C(C(=CC=C1)Cl)F)C(=O)O 5-chloro-1-(3-chloro-2-fluorophenyl)-1H-pyrazole-4-carboxylic acid